2-(4-chlorophenyl)-1,2,3,4-tetrahydroisoquinoline-1-carbonitrile ClC1=CC=C(C=C1)N1C(C2=CC=CC=C2CC1)C#N